O(C1=CC=CC=C1)CC(=O)N(CC=1SC=CC1)C=1C=NC=CC1 2-phenoxy-N-(pyridin-3-yl)-N-(thiophen-2-ylmethyl)acetamide